7-(2-(benzyloxy)-4-fluorophenyl)-4-chlorothieno[2,3-d]pyridazine C(C1=CC=CC=C1)OC1=C(C=CC(=C1)F)C=1N=NC(=C2C1SC=C2)Cl